Cl.NCC(=O)N[C@H](C(=O)N1[C@@H](C[C@H](C1)O)C(=O)NCC1=CC=C(C=C1)C1=C(N=CS1)C)C(C)(C)C (2S,4R)-1-((S)-2-(2-aminoacetamido)-3,3-dimethylbutanoyl)-4-hydroxy-N-(4-(4-methylthiazol-5-yl)benzyl)pyrrolidine-2-carboxamide hydrochloride